C([C@@]1(OC1([2H])[2H])[2H])([2H])([2H])[2H] (S)-2-(methyl-d3)oxirane-2,3,3-d3